Diethylenglycol mono-n-butyl ether C(CCC)OCCOCCO